O[C@@H](COC1=CC(=NC(=C1)[C@]1(COCC1)OC)C=1C=C(N2C=NC(=CC21)NC(C)=O)C)C N-(5-(4-((R)-2-Hydroxypropoxy)-6-((R)-3-methoxytetrahydrofuran-3-yl)pyridin-2-yl)-7-methylpyrrolo[1,2-c]pyrimidin-3-yl)acetamide